ClC1=C(C(=O)N(C2=CC=C(C=C2)O)C)C=CC(=C1)OC 2-chloro-4'-hydroxy-4-methoxy-N-methylbenzanilide